FC(C=1C=CC(=NC1)O[C@@H]1CN(CC1)C1=C(C=C(C=C1)C1=CC=CC=C1)OCCO)(F)F (S)-2-(4-(3-(5-(trifluoromethyl)pyridin-2-yloxy)pyrrolidin-1-yl)biphenyl-3-yloxy)ethanol